2-Isopropyl-1H,4'H-spiro[isoquinoline-4,1'-naphthalene]-1,3,4'(2H)-trione C(C)(C)N1C(C2=CC=CC=C2C2(C=CC(C3=CC=CC=C23)=O)C1=O)=O